C(C)N1CCN(CC1)C1CCN(CC1)C1=CC=C(C=C1)NC=1N=C(C2=C(N1)NC=C2)N2OCC[C@H]2C2=CC=CC=C2 (S)-N-(4-(4-(4-ethylpiperazin-1-yl)piperidin-1-yl)phenyl)-4-(3-phenylisoxazolidin-2-yl)-7H-pyrrolo[2,3-d]pyrimidin-2-amine